2,6-di-tert-butyl-2-methylpyridine C(C)(C)(C)C1(NC(=CC=C1)C(C)(C)C)C